ClC1=CC(=NC(=N1)CC)OCCNC(OC(C)(C)C)=O tert-butyl N-[2-(6-chloro-2-ethyl-pyrimidin-4-yl)oxyethyl]carbamate